oleamidopropyl-oleyl-hydroxyethyl-imidazoline C(CCCCCCC\C=C/CCCCCCCC)(=O)NCCCC1N=C(N(C1)CCO)CCCCCCCC\C=C/CCCCCCCC